FC1=CC=CC=2N=C(SC21)N(CCC2=CC=C(C=C2)N2CCOCC2)CC2=CC=C(C=C2)C#CC(=O)O 3-(4-(((7-fluorobenzo[d]thiazol-2-yl)(4-morpholinophenethyl)amino)-methyl)phenyl)propiolic acid